ClC1=CC=C(C=N1)NC(=O)N[C@@H]1C(N(C[C@H]1C1=C(C=C(C=C1F)OC)F)C)=O |o1:11,15| (-)-1-(6-chloropyridin-3-yl)-3-[(3S*,4R*)-4-(2,6-difluoro-4-methoxyphenyl)-1-methyl-2-oxo-pyrrolidin-3-yl]urea